METHYL-METHACRYLAT COC(C(=C)C)=O